Methyl-1-(2-((tert-butoxycarbonyl)amino)ethyl)-4-(2,5-dichloropyrimidin-4-yl)-1H-pyrrole-2-carboxylate COC(=O)C=1N(C=C(C1)C1=NC(=NC=C1Cl)Cl)CCNC(=O)OC(C)(C)C